5-amino-1-(2,6-dichloro-4-(trifluoromethyl)phenyl)-4-(trifluoromethyl)-1H-pyrazole-3-nitrile NC1=C(C(=NN1C1=C(C=C(C=C1Cl)C(F)(F)F)Cl)C#N)C(F)(F)F